N-((2-(2-fluorophenyl)-3-methyl-1H-indol-5-yl)methyl)nicotinamide FC1=C(C=CC=C1)C=1NC2=CC=C(C=C2C1C)CNC(C1=CN=CC=C1)=O